CumalMethyl-nonyl-acetaldehyd C(C1=CC=C(C(C)C)C=C1)=CC(C=O)CCCCCCCCC